[Br-].COC(OC)[SiH2]CCCOC1=C(C=C(C=C1)O)[P+](C(C)(C)C)(C(C)(C)C)C(C)(C)C (2-[3-(dimethoxymethylsilyl)propoxy]-5-hydroxyphenyl)tri(tert-butyl)phosphonium bromide